(1R,3R)-2,2-dimethyl-3-(2-methyl-1-propenyl)cyclopropanecarboxylate CC1([C@@H]([C@H]1C=C(C)C)C(=O)[O-])C